p-iso-octylphenol C(CCCCC(C)C)C1=CC=C(C=C1)O